1-((1r,4r)-4-(methoxy-d3)cyclohexyl)-2-oxo-1,2-dihydropyridine-3-carboxylic acid C(OC1CCC(CC1)N1C(C(=CC=C1)C(=O)O)=O)([2H])([2H])[2H]